C(C)C(COC(C=1C(C(=O)OCC(CCCC)CC)=C(C(=C(C1Br)Br)Br)Br)=O)CCCC tetrabromophthalic acid bis(2-ethylhexyl) ester